BrC=1C=CC=2N(C1)C=C(N2)Cl 6-bromo-2-chloro-imidazo[1,2-a]pyridine